2-[3,5-bis(trifluoromethyl)phenyl]-4,4,5,5-tetramethyl-1,3,2-dioxaborolane FC(C=1C=C(C=C(C1)C(F)(F)F)B1OC(C(O1)(C)C)(C)C)(F)F